5a-(4-cyanophenyl)-8a-hydroxy-7-(hydroxymethyl)-1-methoxy-8-(morpholinomethyl)-6-phenyl-5a,7,8,8a-tetrahydro-6H-cyclopenta[4,5]furo[3,2-c]pyridine-3-carbonitrile C(#N)C1=CC=C(C=C1)C12C(C=3C(=NC(=CC3O1)C#N)OC)(C(C(C2C2=CC=CC=C2)CO)CN2CCOCC2)O